COC(C1=C(C(=CC=C1F)C1CN(CC1)C1=CC(=C(C=C1)Cl)Cl)F)=O.FC1=C(C(=CC=C1)F)C#CC1=CC=NC2=CC=CC=C12 4-((2,6-Difluorophenyl)ethynyl)quinoline Methyl-3-(1-(3,4-dichlorophenyl)pyrrolidin-3-yl)-2,6-difluorobenzoate